2-((5-fluoropyridin-3-yl)oxy)-1-(2-(5-(trifluoromethyl)-1,2,4-oxadiazol-3-yl)-6,7-dihydrothieno[3,2-c]pyridin-5(4H)-yl)ethan-1-one FC=1C=C(C=NC1)OCC(=O)N1CC2=C(CC1)SC(=C2)C2=NOC(=N2)C(F)(F)F